C1(CC1)C1=CC(=C(C=C1)N(C(=O)[C@@H]1NCCOC1)C(C(=O)NC1CCC(CC1)(F)F)C=1C=NC=CC1C(F)(F)F)F (3R)-N-(4-cyclopropyl-2-fluorophenyl)-N-(2-((4,4-difluorocyclohexyl)amino)-2-oxo-1-(4-(trifluoromethyl)pyridin-3-yl)ethyl)morpholine-3-carboxamide